5-(1-methyl-1,2,3,6-tetrahydropyridin-4-yl)-3-(pyrazolo[1,5-a]pyridin-5-yl)-1H-pyrrolo[2,3-b]pyridine CN1CCC(=CC1)C=1C=C2C(=NC1)NC=C2C2=CC=1N(C=C2)N=CC1